N1(CCC1)C[C@H](C1=CC(=C(C=C1)Cl)C(F)(F)F)NC1=NC=NC2=C(C=CC=C12)C(=O)N 4-[(S)-2-azetidin-1-yl-1-(4-chloro-3-trifluoromethyl-phenyl)-ethylamino]-quinazoline-8-carboxylic acid amide